C1=CCCC1 (4S)-cyclopent-1-en